5-methyl-pyrrolo[3,2-d]pyrimidin-4-amine CN1C=CC=2N=CN=C(C21)N